1-(4-trimethylsilylacetylphenyl)aminocyclopentanecarbonitrile C[Si](C)(C)CC(=O)C1=CC=C(C=C1)NC1(CCCC1)C#N